azobis(2-methylpropylammonium) dihydrochloride Cl.Cl.N(=N[NH2+]CC(C)C)[NH2+]CC(C)C